C(C)C(CP(O)(O)=O)(N1C2=CC=C(C=C2SC=2C=C(C=CC12)Br)Br)CC.COC=1C=C(C=NC1OCC1=NC=C(C=C1)OC)CO (5-methoxy-6-((5-methoxypyridin-2-yl)methoxy)pyridin-3-yl)methanol Diethyl-(2-(3,7-dibromo-10H-phenothiazin-10-yl)ethyl)phosphonate